2-amino-4-(2-((tert-butoxycarbonyl)amino)-3-cyano-7-fluorothieno[3,2-c]pyridin-4-yl)-5-chloro-3,6-difluorobenzoic acid NC1=C(C(=O)O)C(=C(C(=C1F)C1=NC=C(C2=C1C(=C(S2)NC(=O)OC(C)(C)C)C#N)F)Cl)F